2-((2-(2,6-dioxopiperidin-3-yl)-1-oxoisoindol-4-yl)amino)acetic acid O=C1NC(CCC1N1C(C2=CC=CC(=C2C1)NCC(=O)O)=O)=O